N[C@H]1CCC2=CC(=CC=C12)N1C(=NC=2C1=NC(=CC2)C2=NC(=NO2)C)C=2C(=NC=CC2)N 3-{3-[(1S)-1-amino-2,3-dihydro-1H-inden-5-yl]-5-(3-methyl-1,2,4-oxadiazol-5-yl)imidazo[4,5-b]pyridin-2-yl}pyridin-2-amine